C1(CCCCCCC1)C(C(=O)NC1=CC=C2C(=C1)NC(C21CCOCC1)=O)NC=1N=NC(=CC1)C(F)(F)F 2-Cyclooctyl-N-(2-oxospiro[1H-indole-3,4'-oxane]-6-yl)-2-{[6-(trifluoromethyl)pyridazin-3-yl]amino}acetamide